COC1=CC=C(C=C1)N anisidine